Calcium D(+)-pantothenate C(CCNC([C@@H](O)C(C)(C)CO)=O)(=O)[O-].[Ca+2].C(CCNC([C@@H](O)C(C)(C)CO)=O)(=O)[O-]